Ethyl (S)-3-(3-(4-Hydroxy-1-methyl-2-oxo-1,2-dihydropyridin-3-yl)ureido)-3-(3-(pyridin-2-yl)phenyl)propanoat OC1=C(C(N(C=C1)C)=O)NC(N[C@@H](CC(=O)OCC)C1=CC(=CC=C1)C1=NC=CC=C1)=O